(R)-N-(1-(3,5-bis(1-methyl-1H-pyrazol-4-yl)phenyl)ethyl)-5-(2-(dimethylamino)acetamido)-2-methylbenzamide CN1N=CC(=C1)C=1C=C(C=C(C1)C=1C=NN(C1)C)[C@@H](C)NC(C1=C(C=CC(=C1)NC(CN(C)C)=O)C)=O